BrC1=CC(=C(C=C1)NC=1N(C(C=C2CCN(C(C12)=O)OC[C@@H](C)O[Si](C)(C)C(C)(C)C)=O)C)F (R)-8-((4-bromo-2-fluorophenyl)amino)-2-(2-((tert-butyldimethylsilyl)oxy)propoxy)-7-methyl-3,4-dihydro-2,7-naphthyridine-1,6(2h,7h)-dione